N1(CCC1)C1=CN=NN1CC(=O)N1C(CC(C1)F)C(=O)NC(C1=CC=CC=C1)C1=NC(=C(C=C1)C(C)C)F 1-{2-[5-(azetidin-1-yl)-1H-1,2,3-triazol-1-yl]acetyl}-4-fluoro-N-{[6-fluoro-5-(propan-2-yl)pyridin-2-yl](phenyl)methyl}pyrrolidine-2-carboxamide